2-(1-ethyl-3-methyl-1H-pyrazole-5-amido)-7-[3-(morpholin-4-yl)propoxy]-1H-1,3-benzodiazole-5-carboxamide C(C)N1N=C(C=C1C(=O)NC1=NC2=C(N1)C(=CC(=C2)C(=O)N)OCCCN2CCOCC2)C